BrC1(OC2=C(C1)C=CC=C2N)COC bromo-2-(methoxymethyl)-2,3-dihydrobenzofuran-7-amine